C(C)OC1=CC(=C(C(=C1O)Br)Br)Br 6-ethoxy-2,3,4-tribromophenol